NC1=C(C2=C(S1)C(=CC=C2C2=C1C(=CN3C1=C(C=C2F)C(N2[C@@H](CC3)CNCC2)=O)C)F)C#N 2-Amino-7-fluoro-4-((S)-2-fluoro-4-methyl-14-oxo-8,8a,9,10,11,12-hexahydro-7H,14H-pyrazino[1',2':5,6][1,5]diazocino[3,2,1-hi]indol-3-yl)benzo[b]thiophene-3-carbonitrile